1,1,3,3,5-pentamethyl-2-oxa-7-aza-1,3-disilacycloheptane C[Si]1(O[Si](CC(CN1)C)(C)C)C